COC1=NC=CC=C1NC1=NC=C2C(=N1)N(N=C2NC=2C=C(C=NC2C)NC(OC(C)(C)C)=O)C tert-butyl (5-((6-((2-methoxypyridin-3-yl)amino)-1-methyl-1H-pyrazolo[3,4-d]pyrimidin-3-yl)amino)-6-methylpyridin-3-yl)carbamate